1-(3,5-xylyl)hexane-1-one C1(=CC(=CC(=C1)C)C)C(CCCCC)=O